ClC1=C(C(=O)N2C[C@H](N(CC2)C=2C=CC(=NC2C(=O)N[C@H]2CNCC2)C=2C(=NC=CC2)OCC)CC)C=CC(=C1)Cl 5-[(2R)-4-(2,4-dichlorobenzoyl)-2-ethylpiperazin-1-yl]-2'-ethoxy-N-[(3R)-pyrrolidin-3-yl]-[2,3'-bipyridine]-6-carboxamide